FC1=CC=C(C=C1)N1C(N(C(CC1=O)=O)C1=CC=C(C=C1)F)=O 1,3-bis(4-fluorophenyl)pyrimidine-2,4,6(1H,3H,5H)-trione